tert-butyl (4R)-2-(5-fluoro-2-hydroxypyridin-3-yl)-4-hydroxypyrrolidine-1-carboxylate FC=1C=C(C(=NC1)O)C1N(C[C@@H](C1)O)C(=O)OC(C)(C)C